ClC1=NC(=CC2=C1N(C=N2)C2CC2)C2=CC=C1C(=C2)N(C(C12CCN(CC2)C(=O)C2(CC2)O)=O)C2CC(C2)N2CCCCC2 6-(4-chloro-3-cyclopropyl-3H-imidazo[4,5-c]pyridin-6-yl)-1'-(1-hydroxycyclopropane-1-carbonyl)-1-((1s,3s)-3-(piperidin-1-yl)cyclobutyl)spiro[indolin-3,4'-piperidin]-2-one